1,23-dibromo-3,6,9,12,15,18,21-heptaoxatricosane BrCCOCCOCCOCCOCCOCCOCCOCCBr